iron (III) compound with salicylate C(C=1C(O)=CC=CC1)(=O)[O-].[Fe+3].C(C=1C(O)=CC=CC1)(=O)[O-].C(C=1C(O)=CC=CC1)(=O)[O-]